ClC1=CC=2N(C(N(CC2C=N1)C1=C(C=CC=C1C)F)=O)C1CN(C1)C 7-chloro-3-(2-fluoro-6-methyl-phenyl)-1-(1-methylazetidin-3-yl)-4H-pyrido[4,3-d]pyrimidin-2-one